3-(4-fluoro-2-methyl-phenoxy)-6-(1-hydroxyethyl)-5-methyl-N-[3-(methylsulfonyl)phenyl]pyridazine-4-carboxamide FC1=CC(=C(OC=2N=NC(=C(C2C(=O)NC2=CC(=CC=C2)S(=O)(=O)C)C)C(C)O)C=C1)C